O1CCCC2=CC=C(C=C12)CCNC1=CC(=NC=N1)C1=CC(=CS1)OCC 5-[6-(2-Chroman-7-yl-ethylamino)-pyrimidin-4-yl]-3-ethoxy-thiophene